N,N-diethyl-2,3-dimethylbenzamide C(C)N(C(C1=C(C(=CC=C1)C)C)=O)CC